C(C1=CC=CC=C1)OC1=CC=CC(=N1)C1=CC(=C(CC2=NC3=C(N2[C@@H]2COCC2(C)C)C=C(C=C3)C(=O)O)C=C1F)F (S)-2-(4-(6-(benzyloxy)pyridin-2-yl)-2,5-difluorobenzyl)-1-(4,4-dimethyltetrahydrofuran-3-yl)-1H-benzo[d]imidazole-6-carboxylic acid